N-[6-chloro-5-(trimethylsilylmethyl)pyridazin-3-yl]-2,2-dimethyl-propionamide ClC1=C(C=C(N=N1)NC(C(C)(C)C)=O)C[Si](C)(C)C